COC1CSC2N1C1=CC(=CC=C1C=C2)\C=C\C2=CC=C(C=C2)C(F)(F)F (E)-1-methoxy-8-(4-(trifluoromethyl)styryl)-1,2-dihydrothiazolo[3,2-a]quinoline